3-(7-(3,5-dichlorophenyl)-2-(ethylsulfanyl)pyrazolo[1,5-a]pyrimidin-3-yl)-6-(trifluoromethyl)-[1,2,4]triazolo[4,3-a]pyridine ClC=1C=C(C=C(C1)Cl)C1=CC=NC=2N1N=C(C2C2=NN=C1N2C=C(C=C1)C(F)(F)F)SCC